OC[C@H](C1=CC=CC=C1)NC1=CC(=NC=C1C1=NC(=NO1)N1CCOCC1)NC=1C=C2C(NC(C2=CC1)=O)(C)C (S)-5-((4-((2-hydroxy-1-phenylethyl)amino)-5-(3-morpholino-1,2,4-oxadiazol-5-yl)pyridin-2-yl)amino)-3,3-dimethylisoindolin-1-one